5-(2-fluoro-6-hydroxy-3-(6-methylpyridin-3-yl)phenyl)-1,2,5-thiadiazolidin-3-one 1,1-dioxide FC1=C(C(=CC=C1C=1C=NC(=CC1)C)O)N1CC(NS1(=O)=O)=O